methyl 3-(1-(tert-butoxycarbonyl)azetidin-3-yl)-2-oxo-2,3-dihydro-1H-benzo[d]imidazole-5-carboxylate C(C)(C)(C)OC(=O)N1CC(C1)N1C(NC2=C1C=C(C=C2)C(=O)OC)=O